N1N=CC2=CC=C(C=C12)C1=NC(=NC(=N1)NCCC1=NC=C(C=C1)C(F)(F)F)N 6-(1H-indazol-6-yl)-N2-[2-[5-(trifluoromethyl)-2-pyridinyl]ethyl]-1,3,5-triazine-2,4-diamine